5-((2-methylbenzyl)oxy)-1H-1,2,3-triazole-4-carboxylic acid CC1=C(COC2=C(N=NN2)C(=O)O)C=CC=C1